COC(=O)C1(CCOCC1)NC(=O)OC(C)(C)C 4-(tert-butyloxycarbonyl)aminotetrahydro-2H-pyran-4-carboxylic acid methyl ester